butyl 4-(6-((5-fluoro-4-(8-fluoro-4-(2-hydroxypropan-2-yl)-2-methylquinolin-6-yl)pyrimidin-2-yl)amino)pyridin-3-yl)piperidine-1-carboxylate FC=1C(=NC(=NC1)NC1=CC=C(C=N1)C1CCN(CC1)C(=O)OCCCC)C=1C=C2C(=CC(=NC2=C(C1)F)C)C(C)(C)O